Diphenyl-(p-phenylphenylthio)sulfonium hexafluoroantimonate F[Sb-](F)(F)(F)(F)F.C1(=CC=CC=C1)[S+](SC1=CC=C(C=C1)C1=CC=CC=C1)C1=CC=CC=C1